CC1=NN=NN1CC1=CC=C(C(=O)N2CCC3(C(C3)CNC(=O)C3=CC=4C(=CN=CC4)O3)CC2)C=C1 N-[[6-[4-[(5-methyltetrazol-1-yl)methyl]benzoyl]-6-azaspiro[2.5]octan-2-yl]methyl]furo[2,3-c]pyridine-2-carboxamide